CC1=C(C(=C(C=C1)O)O)[N+](=O)[O-] The molecule is a methylcatechol that is 4-methylcatechol in which the hydrogen at position 3 has been replaced by a nitro group. It is a methylcatechol and a nitrotoluene. It is a conjugate acid of a 4-methyl-3-nitrocatechol(1-).